CN(CCNC1=CC=C(C=2C(C3=C(C=CC(=C3C(C12)=O)O)NCCN(C)C)=O)O)C 1,5-bis(2-(dimethylamino)ethylamino)-4,8-dihydroxyanthracene-9,10-dione